N-[(3S,4R)-4-fluoropyrrolidin-3-yl]-4-(trifluoromethyl)pyrrolidin-3-carboxamid F[C@H]1[C@H](CNC1)NC(=O)C1CNCC1C(F)(F)F